[N-](S(=O)(=O)C(F)(F)F)S(=O)(=O)C(F)(F)F.CC=1C=[N+](C=CC1)CCC 3-methyl-1-propylpyridinium bis(trifluoromethanesulfonyl)imide